N-Acetylcysteine C(C)(=O)N[C@@H](CS)C(=O)O